3,4-bis(diethylphosphino)-2-ethylthiophene C(C)P(C1=C(SC=C1P(CC)CC)CC)CC